C(C)(C)C1=C(C(=CC=C1)C(C)C)N=C(N(C(C)C)C(C)C)NC1=C(C=CC=C1C(C)C)C(C)C 2,3-bis(2,6-diisopropylphenyl)-1,1-diisopropylguanidine